1-hydroxy-3,5-dimethoxy-2-prenylxanthone OC1=C(C(=CC=2OC3=C(C=CC=C3C(C12)=O)OC)OC)CC=C(C)C